The molecule is an indole alkaloid that is jerantinine C substituted by an epoxy group across positions 14 and 15. Isolated from Tabernaemontana corymbosa, it exhibits cytotoxicity against human KB cells. It has a role as a metabolite and an antineoplastic agent. It is an alkaloid ester, an aromatic ether, an indole alkaloid, a lactam, an epoxide, a member of phenols, a methyl ester and an organic heterohexacyclic compound. It derives from a jerantinine C. CC[C@]12CC(=C3[C@@]4([C@H]1N(CC4)C(=O)[C@H]5[C@@H]2O5)C6=CC(=C(C=C6N3)OC)O)C(=O)OC